C(C1=CC=CC=C1)OC(=O)N1CC=2N(CC1)C(=NC2)C2=C(C=C(C=C2)NC(=O)C2CC2)N2CCCCCC2 3-[2-(azepan-1-yl)-4-(cyclopropanecarbonylamino)phenyl]-6,8-dihydro-5H-imidazo[1,5-a]pyrazine-7-carboxylic acid benzyl ester